2-(2,2,3,3-tetramethylcyclopropyl)ethoxylpyrazole-1-carboxylate CC1(C(C1(C)C)CCOC1=NN(C=C1)C(=O)[O-])C